CN1N=C(N=N1)C1=NC=CC(=C1)C1=NOC(=N1)C(F)(F)F 3-(2-(2-methyl-2H-tetrazol-5-yl)pyridin-4-yl)-5-(trifluoromethyl)-1,2,4-oxadiazole